beta-ethyl-3-methoxy-estra-1,3,5(10),8(9)-tetraene-17beta-ol CCC[C@@]12[C@H](CC[C@H]1C=1CCC=3C=C(C=CC3C1CC2)OC)O